OC1=C(C=CC(=C1)C(F)(F)F)C1=C2C(=C(N=N1)NC1C[C@@H]([C@@H](C1)O)O)C=NC=C2 (1R,2S,4s)-4-((1-(2-hydroxy-4-(trifluoromethyl)phenyl)pyrido[3,4-d]pyridazin-4-yl)amino)cyclopentane-1,2-diol